6-chloro-N-(4-fluoro-2-isopropoxyphenyl)pyrido[3,2-d]pyrimidin-4-amine ClC=1C=CC=2N=CN=C(C2N1)NC1=C(C=C(C=C1)F)OC(C)C